C(C1=CC=CC=C1)N1C[C@@H]([C@H](CC1)O[Si](C)(C)C(C)(C)C)CO [(3R,4S)-1-benzyl-4-[tert-butyl(dimethyl)silyl]oxy-3-piperidyl]methanol